COC=1C=C2[C@]3(C(NC2=CC1)=O)[C@@H](C3)C3=CC=C1C(=NNC1=C3)NC3=NC=NC(=C3OC)N3CCOCCC3 (1R,2S)-5'-methoxy-2-(3-{[5-methoxy-6-(1,4-oxazepan-4-yl)pyrimidin-4-yl]amino}-1H-indazol-6-yl)spiro[cyclopropane-1,3'-indol]-2'(1'H)-one